ClC1=C2C=C(NC2=CC=C1Cl)C(=O)N1CCN(CC1)C(COC)=O 1-[4-[(4,5-dichloro-1H-indol-2-yl)carbonyl]-1-piperazinyl]-2-methoxyethanone